N,N'-diallyl-1,3-diamino-2-hydroxypropane C(C=C)NCC(CNCC=C)O